NC=1N=C(SC1C(C1=CC=CC=C1)=O)N(C1=CC(=CC=C1)F)[C@H](C(=O)N)C (S)-2-(N-(4-Amino-5-benzoylthiazol-2-yl)-3-fluoroanilino)propanamid